ClC1=CC=C(CN2C(N3C(C4=C2C=C(C=N4)N4CCOCC4)=NC(C3)CC3CCCCC3)=O)C=C1 6-(4-chlorobenzyl)-2-(cyclohexylmethyl)-8-(morpholin-4-yl)-2,6-dihydroimidazo[1,2-c]pyrido[2,3-e]pyrimidin-5(3H)-one